N-(2,2-dicyclopropyl-1-(5-((2-oxo-4-(trifluoromethyl)imidazolidin-1-yl)methyl)benzo[d]oxazol-2-yl)ethyl)-4-methyl-isoxazole-3-carboxamide C1(CC1)C(C(C=1OC2=C(N1)C=C(C=C2)CN2C(NC(C2)C(F)(F)F)=O)NC(=O)C2=NOC=C2C)C2CC2